CC12CNCC2C1 1-methyl-3-azabicyclo[3.1.0]hexane